CC1=NC2=CC=C(C=C2C(=C1)[C@@H](C)NC(OC(C)(C)C)=O)B1OC(C(O1)(C)C)(C)C |r| (±)-Tert-butyl (1-(2-methyl-6-(4,4,5,5-tetramethyl-1,3,2-dioxaborolan-2-yl) quinolin-4-yl)ethyl)carbamate